FC1=C(C=CC=C1)N1C(C(=C2N1CCCC2)C(=O)N)=O 1-(2-fluorophenyl)-2-oxo-1,2,4,5,6,7-hexahydropyrazolo[1,5-a]pyridine-3-carboxamide